FC(C=1C=C(C(=O)C2=NC3=CC=C(C=C3C(N2)=O)NC(CC2N(CCNC2)C)=O)C=CC1)(F)F 2-(3-trifluoromethylbenzoyl)-6-[2-(N-methylpiperazinyl)acetylamino]-4(3H)-quinazolinone